5-bromo-3-(2-(2-ethoxy-2-oxoethyl)-3-methylphenoxy)-2,3-dihydrospiro[indene-1,4'-piperidin]-1'-carboxylic acid isopropyl ester C(C)(C)OC(=O)N1CCC2(CC1)CC(C1=CC(=CC=C12)Br)OC1=C(C(=CC=C1)C)CC(=O)OCC